C12(CC(C1)C2)N(C(OC(C)(C)C)=O)C tert-butyl bicyclo[1.1.1]pentan-1-yl(methyl)carbamate